NC=1C=C(C=C(C1)C1CC1)[C@@H](C)NC1=NC(=NC2=CC(=C(C=C12)OC)C(=O)N1CCOCC1)C (R)-(4-((1-(3-amino-5-cyclopropylphenyl)ethyl)amino)-6-methoxy-2-methylquinazoline-7-yl)(morpholino)methanone